N-[3-(2,4-Dioxo-1,2,3,4-tetrahydronaphtho[1,2-b][1,4]diazepin-5-yl)phenyl]-2-naphthalenesulfonamide O=C1CC(N(C2=C(N1)C1=CC=CC=C1C=C2)C=2C=C(C=CC2)NS(=O)(=O)C2=CC1=CC=CC=C1C=C2)=O